N-(2-aminoethyl)-N'-{2-{(2-aminoethyl)amino}ethyl}-1,2-ethanediamine NCCNCCNCCNCCN